2,3,5-trifluoro-4-[(1S,4S)-2-oxa-5-azabicyclo[2.2.1]hept-5-yl]aniline FC1=C(N)C=C(C(=C1F)N1[C@@H]2CO[C@H](C1)C2)F